3-(azetidin-3-yl)urea N1CC(C1)NC(N)=O